Tert-butyl 3-(2-(2-bromoethoxy)ethoxy)propanoate BrCCOCCOCCC(=O)OC(C)(C)C